BrC=1C=CC(=NC1)C(C(F)(F)F)N1C(OCCC1)=O 3-(1-(5-Bromopyridin-2-yl)-2,2,2-trifluoroethyl)-1,3-oxazinan-2-one